C1(CC1)CCC(=O)O[C@H]1[C@H](NC[C@@H]1O)CC1=CC=C(C=C1)OC (2R,3S,4S)-4-hydroxy-2-[(4-methoxyphenyl)methyl]pyrrolidin-3-yl 3-cyclopropylpropanoate